FC1=C(OCCOCCN2CCN(CC2)C(COC2=CC=C(C=C2)C2C(NC(CC2)=O)=O)=O)C(=CC=C1F)C=1N=C(SC1)N1CCOCC1 3-(4-(2-(4-(2-(2-(2,3-Difluoro-6-(2-morpholinothiazol-4-yl)phenoxy)ethoxy)ethyl)piperazin-1-yl)-2-oxoethoxy)phenyl)piperidine-2,6-dione